(4-(((6,7-dimethoxyquinazolin-4-yl)amino)methyl)phenyl)boronic acid formic acid salt C(=O)O.COC=1C=C2C(=NC=NC2=CC1OC)NCC1=CC=C(C=C1)B(O)O